4-nitrophenyl 5-(difluoro(hydroxy(pyridin-3-yloxy)phosphoryl)methyl)benzo[b]thiophene-2-carboxylate FC(C1=CC2=C(SC(=C2)C(=O)OC2=CC=C(C=C2)[N+](=O)[O-])C=C1)(P(=O)(OC=1C=NC=CC1)O)F